(2S)-2-[4-bromo-2-(4-ethoxy-4,5-dihydroisoxazol-3-yl)phenoxy]butanoic acid methyl ester COC([C@H](CC)OC1=C(C=C(C=C1)Br)C1=NOCC1OCC)=O